N-(4-([1,2,4]triazolo[1,5-a]pyridin-7-yloxy)-2-fluoro-3-methylphenyl)-7-bromo-6-chloropyrido[3,2-d]pyrimidin-4-amine N=1C=NN2C1C=C(C=C2)OC2=C(C(=C(C=C2)NC=2C1=C(N=CN2)C=C(C(=N1)Cl)Br)F)C